FC1=CC=C(C=C1)C(C[Se]C1=CC=CC=C1)=O 1-(4-fluorophenyl)-2-(phenylseleno)ethane-1-one